Isobutyl 1-((((((R)-1-(6-amino-9H-purin-9-yl)propan-2-yl)oxy)methyl)((1-(hexyloxy)-2-methyl-1-oxopropan-2-yl)amino)phosphoryl)amino)cyclopropane-1-carboxylate NC1=C2N=CN(C2=NC=N1)C[C@@H](C)OCP(=O)(NC(C(=O)OCCCCCC)(C)C)NC1(CC1)C(=O)OCC(C)C